3-methyl-2-buten-1-yl-acetate CC(C=CCC(=O)[O-])C